4-(aminomethyl)-6-(5-ethyl-4,5,6,7-tetrahydropyrazolo[1,5-a]pyrazin-3-yl)phthalazin-1(2H)-one NCC1=NNC(C2=CC=C(C=C12)C=1C=NN2C1CN(CC2)CC)=O